C12(CNCCNCCNCC(CCC1)N2)C(=O)O 3,6,9,15-tetraazabicyclo[9.3.1]pentadecanoic acid